CCCCC#CCCCCC 5-undecyne